4,4,5,5-tetramethyl-2-(1-phenylvinyl)-1,3,2-dioxaborolane CC1(OB(OC1(C)C)C(=C)C1=CC=CC=C1)C